tert-butyl-(1S,5S)-6-(4-(2-methoxyethoxy)phenyl)-9,9-dimethyl-3,6-diazabicyclo[3.2.2]nonane-3-carboxylate C(C)(C)(C)OC(=O)N1C[C@@H]2CN([C@H](C1)C(C2)(C)C)C2=CC=C(C=C2)OCCOC